(S)-4-amino-4-methylpyrrolidin-2-one N[C@]1(CC(NC1)=O)C